C(C)(C)(C)N1CC(C2(CC1)C1=C(OC2)C=2COC(C2C=C1)=O)=O tertbutyl-3',6-dioxo-6,8-dihydro-2H-spiro[benzo[2,1-b:3,4-c']difuran-3,4'-piperidine]